FC1=C(CN2C(C=3C=CC=NC3C(=C2)C(=O)N[C@@H]2[C@H](CCCC2)O)=O)C(=CC(=C1)C1=CC(=NC=C1)C)F 6-(2,6-difluoro-4-(2-methylpyridin-4-yl)benzyl)-N-((1S,2S)-2-hydroxycyclohexyl)-5-oxo-5,6-dihydro-1,6-naphthyridine-8-carboxamide